di(2,4,4-trimethylpentyl)phosphonic acid CC(COP(OCC(CC(C)(C)C)C)=O)CC(C)(C)C